N-benzyl-N-(1-butylpiperidin-4-yl)-5-methyl-1H-indazole-3-carboxamide C(C1=CC=CC=C1)N(C(=O)C1=NNC2=CC=C(C=C12)C)C1CCN(CC1)CCCC